C(C)C1CCC(CC1)OC(CO)CO 2-(4-ethylcyclohexyloxy)-1,3-propanediol